ClC=1N=C(C2=C(N1)C(=CS2)CNS(=O)=O)N2[C@@H](COCC2)C (R)-N-(2-chloro-4-(3-methylmorpholinyl)thieno[3,2-d]Pyrimidin-7-yl)methylsulfonamide